(1RS,3SR)-5'-Bromo-4'-chloro-1'-(4-methoxybenzyl)-1',2'-dihydrospiro[cyclopentane-1,3'-pyrrolo[2,3-b]pyridine]-3-carbonitrile BrC=1C(=C2C(=NC1)N(C[C@]21C[C@H](CC1)C#N)CC1=CC=C(C=C1)OC)Cl |r|